N-(6-bromo-2-ethylpyridin-3-yl)methanesulfonamide BrC1=CC=C(C(=N1)CC)NS(=O)(=O)C